FC(C(CNC)(C)O)(F)C=1C(=C(C=CC1)[C@@H](C)NC1=NC(=NC2=CC3=C(C=C12)N(C(C(O3)(C)C)=O)C)C)F 4-(((1R)-1-(3-(1,1-difluoro-2-hydroxy-2-methyl-3-(methylamino)propyl)-2-fluorophenyl)ethyl)amino)-2,6,8,8-tetramethyl-6H-[1,4]oxazino[3,2-g]quinazolin-7(8H)-one